COC=1C=C(C=C(C1)O[Si](C(C)C)(C(C)C)C(C)C)O[Si](C(C)C)(C(C)C)C(C)C 5-methoxy-1,3-bis(triisopropylsilyloxy)benzene